2-Methoxy-4-(4-methoxyphenyl)-6-(3-methylpyridin-2-yl)pyridine-3-carbonitrile COC1=NC(=CC(=C1C#N)C1=CC=C(C=C1)OC)C1=NC=CC=C1C